(R)-2'-chloro-6-(cyclopropoxymethyl)-5'-methoxy-N-(5-((tetrahydrofuran-3-yl)oxy)-1,3,4-thiadiazol-2-yl)-(4,4'-bipyridine)-3-carboxamide ClC1=NC=C(C(=C1)C1=C(C=NC(=C1)COC1CC1)C(=O)NC=1SC(=NN1)O[C@H]1COCC1)OC